C[C@H]([C@@H](C)O)O (r,r)-2,3-butanediol